(2S)-2-[[5-(3-ethyl-1,2,4-oxadiazol-5-yl)-2-(3-methyl-4-methylsulfonyl-anilino)pyrimidin-4-yl]amino]-2-phenyl-ethanol C(C)C1=NOC(=N1)C=1C(=NC(=NC1)NC1=CC(=C(C=C1)S(=O)(=O)C)C)N[C@H](CO)C1=CC=CC=C1